[Pt].[Pt].C(C1=CC=CC=C1)=CC(=O)C=CC1=CC=CC=C1.C(C1=CC=CC=C1)=CC(=O)C=CC1=CC=CC=C1.C(C1=CC=CC=C1)=CC(=O)C=CC1=CC=CC=C1 tris(dibenzylideneacetone) diplatinum